5-(4-(Methylsulfonylamino)phenyl)-2-oxo-6-(trifluoromethyl)-1,2-dihydropyridine-3-carboxamide CS(=O)(=O)NC1=CC=C(C=C1)C=1C=C(C(NC1C(F)(F)F)=O)C(=O)N